C(C)N1C(NC2=C(C1=O)SC(=C2)CN2CC(C2)N(C=2C=CC(=NC2C)C(=O)NC)C)=O 5-((1-((3-ethyl-2,4-dioxo-1,2,3,4-tetrahydrothieno[3,2-d]pyrimidin-6-yl)methyl)azetidin-3-yl)(methyl)amino)-N,6-dimethylpicolinamide